1,4-Diaminobutane dihydrate O.O.NCCCCN